ClC1=CC2=C(SCC(N2CC(=O)NC2=NN=C(N2)C2=NC=CC=C2)=O)C=C1 2-(6-CHLORO-3-OXO-2H-BENZO[B][1,4]THIAZIN-4(3H)-YL)-N-(5-(PYRIDIN-2-YL)-4H-1,2,4-TRIAZOL-3-YL)ACETAMIDE